C(N)(=O)C1=CC2=C(C(=N1)C=1N=C(OC1C(=O)N)C=1N(N=C(C1O)C)CC)C=NN2C 4-(6-carbamoyl-1-methyl-pyrazolo[4,3-c]pyridin-4-yl)-2-(2-ethyl-4-hydroxy-5-methyl-pyrazol-3-yl)oxazole-5-carboxamide